isotetracosyl-carbamic acid C(CCCCCCCCCCCCCCCCCCCCC(C)C)NC(O)=O